N-(4-((10H-benzo[b]pyrido[2,3-e][1,4]oxazin-4-yl)oxy)-3-fluorophenyl)-5-(4-fluorophenyl)-4-oxo-1,4-dihydropyridine-3-carboxamide N1=CC=C(C2=C1NC1=C(O2)C=CC=C1)OC1=C(C=C(C=C1)NC(=O)C1=CNC=C(C1=O)C1=CC=C(C=C1)F)F